ClC1=C(C(=O)N2CCC(CC2)NC(=O)N[C@@H]2CNCC2)C=CC(=C1)NC=1C=2N(C=CN1)C(=CN2)C=2C(=NN(C2)CC#N)C(F)(F)F 1-[1-[2-chloro-4-[[3-[1-(cyanomethyl)-3-(trifluoromethyl)pyrazol-4-yl]imidazo[1,2-a]pyrazin-8-yl]amino]benzoyl]piperidin-4-yl]-3-[(3S)-pyrrolidin-3-yl]urea